methyl-sulfonate (methanesulfonate) CS(=O)(=O)O.CS(=O)(=O)O